4-(3-chloro-4-(N'-cyclopropylureido)phenoxy)-7-methoxyquinoline-6-carboxylic acid amide methanesulfonate salt CS(=O)(=O)O.ClC=1C=C(OC2=CC=NC3=CC(=C(C=C23)C(=O)N)OC)C=CC1NC(=O)NC1CC1